P(=O)(OCC=O)(OCC=O)OCC=O tris(2-oxo-ethyl) phosphate